C1(CC1)NC1=CC(=NC=2N1N=CC2C#N)NC2=CC(=C(C=C2)N2CCCC2)C[S@](=O)C |r| (±)-7-(cyclopropylamino)-5-((3-((methylsulfinyl)methyl)-4-(pyrrolidin-1-yl)phenyl)amino)pyrazolo[1,5-a]pyrimidine-3-carbonitrile